COC=1C=C(CN2CCN(CC2)C2=NC=CC(=N2)C(=O)N)C=CC1 2-(4-(3-methoxybenzyl)piperazin-1-yl)pyrimidine-4-carboxamide